1-(5-fluoro-2-methoxyphenyl) propylmethylsulfonate C(CC)CS(=O)(=O)OC1=C(C=CC(=C1)F)OC